OCC=1C=C(C=CC1C(=O)OC)N1[C@H]2CN([C@@H](C1)C2)C(=O)OC(C)(C)C tert-butyl (1R,4R)-5-(3-(hydroxymethyl)-4-(methoxycarbonyl)-phenyl)-2,5-diazabicyclo[2.2.1]heptane-2-carboxylate